1-iodohept-1-ene IC=CCCCCC